FC(C=1N=C2N(C=CC(=C2)C#N)C1)(F)F 2-(trifluoromethyl)imidazo[1,2-a]pyridine-7-carbonitrile